2-(3,4-difluorophenyl)dihydro-2H-pyran-4(3H)-one FC=1C=C(C=CC1F)C1OCCC(C1)=O